C(C)(=O)N1CCC(CC1)NCC1=CC(=NC=C1OC)C(=O)NC1=C(C(=CC=C1)C1=NC=CC(=C1Cl)C1=NC(=C(C=C1)CNC[C@@H]1NC(CC1)=O)OC)Cl (R)-4-(((1-acetylpiperidin-4-yl)amino)methyl)-N-(2-chloro-3-(3'-chloro-6-methoxy-5-((((5-oxopyrrolidin-2-yl)methyl)amino)methyl)-[2,4'-bipyridin]-2'-yl)phenyl)-5-methoxypicolinamide